N-methyl-N-phenyl-3-(tetrahydrofuran-2-yl)propanamide CN(C(CCC1OCCC1)=O)C1=CC=CC=C1